O=C1OC(CC1NC=O)=O N-(2,5-Dioxotetrahydro-furan-3-yl)formamid